N'-(2-chloro-5-methyl-4-(methyl(3-(trifluoromethyl)phenyl)amino)phenyl)-N-ethyl-N-methylformimidamide ClC1=C(C=C(C(=C1)N(C1=CC(=CC=C1)C(F)(F)F)C)C)N=CN(C)CC